(2R,3R,4R,5R)-2-(6-amino-2-chloro-9H-purin-9-yl)-3-ethynyl-5-(hydroxymethyl)tetrahydrofuran-3,4-diol NC1=C2N=CN(C2=NC(=N1)Cl)[C@@H]1O[C@@H]([C@H]([C@]1(O)C#C)O)CO